C(C)(C)(C)OC(=O)N1C[C@H](CC1)OC1=CC=C(C=C1)Br (S)-3-(4-bromophenoxy)pyrrolidine-1-carboxylic acid tert-butyl ester